CC=1C=C(C=CC1OC=1SC=CN1)NC(=O)C1C2(CC1C2)C(=O)N ((3-methyl-4-(thiazol-2-yloxy)phenyl)carbamoyl)bicyclo[1.1.1]pentane-1-carboxamide